SC(CO)C 2-Sulfanylpropan-1-ol